NC1=NC2=C(N1C[C@@H](CCCOC1=C(C=NN1C)C=1C=3N(C=C(C1)C(=O)O)C=CN3)C)C=C(C=C2)Br (R)-8-(5-((5-(2-amino-6-bromo-1H-benzo[d]imidazol-1-yl)-4-methylpentyl)oxy)-1-Methyl-1H-pyrazol-4-yl)imidazo[1,2-a]pyridine-6-carboxylic acid